COC1=CC=C(C=C1)C=1OCC(N1)(C)C 2-(4-methoxyphenyl)-4,4-dimethyl-5H-oxazole